NC=1C(=CC2=C(OCO2)C1)C(=O)O 6-amino-1,3-benzodioxole-5-carboxylic acid